OCCOC(CC)(C1=CC=CC=C1)OCCO bishydroxyethoxyphenyl-propane